(11z,14z)-eicosa-11,14-dienal C(CCCCCCCCC\C=C/C\C=C/CCCCC)=O